N-(4-hydroxybutyl)-2-(7-phenyl-2,7-diazaspiro[4.4]nonan-2-yl)isonicotinamide OCCCCNC(C1=CC(=NC=C1)N1CC2(CC1)CN(CC2)C2=CC=CC=C2)=O